(R)-(1-(3-Fluoro-2-methoxypyridin-4-yl)-8-methyl-3-(3-methyl-1,2,4-thiadiazol-5-yl)-5,6-diHydroimidazo[1,5-a]pyrazin-7(8H)-yl)(4-fluorophenyl)methanone FC=1C(=NC=CC1C=1N=C(N2C1[C@H](N(CC2)C(=O)C2=CC=C(C=C2)F)C)C2=NC(=NS2)C)OC